8-(1-(2-(1-hydroxy-1H-benzo[d][1,2,6]oxazaborinin-6-yl)phenoxy)ethyl)-3,6-dimethyl-2-(piperidin-1-yl)-4H-chromen-4-one OB1C2=C(C=NO1)C=C(C=C2)C2=C(OC(C)C=1C=C(C=C3C(C(=C(OC13)N1CCCCC1)C)=O)C)C=CC=C2